FC=1C=C2C(C(=CN3C2=C(C1F)OCC3)CNC3CN(CCC3)C3=NC=CN=C3)=O 9,10-difluoro-6-({[1-(pyrazin-2-yl)hexahydropyridin-3-yl]amino}methyl)-3,7-dihydro-2H-[1,4]oxazino[2,3,4-ij]quinolin-7-one